ethyl 3-(5-chloro-2-(2-(2-methoxyethyl)phenyl)-1H-pyrrolo[3,2-b]pyridin-3-yl)-2-methylpropanoate ClC1=CC=C2C(=N1)C(=C(N2)C2=C(C=CC=C2)CCOC)CC(C(=O)OCC)C